(cyclopropanecarbonylamino)-4-[(3-ethyl-4-methoxy-benzotriazol-5-yl)amino]pyridine-3-carboxylic acid C1(CC1)C(=O)NC1=NC=CC(=C1C(=O)O)NC1=C(C2=C(N=NN2CC)C=C1)OC